6-((S)-1-methoxyethyl)-3',6'-dihydro-[3,4'-bipyridine]-1'(2'H)-carboxylic acid benzyl ester C(C1=CC=CC=C1)OC(=O)N1CCC(=CC1)C=1C=NC(=CC1)[C@H](C)OC